C1CN=C(N1)NC2=C(C=CC3=NSN=C32)Cl The molecule is 2,1,3-Benzothiadiazole substituted at C-4 by a Delta(1)-imidazolin-2-ylamino group and at C-4 by a chloro group. It is an agonist at alpha2-adrenergic receptor sites. It has a role as an alpha-adrenergic agonist and a muscle relaxant. It is a benzothiadiazole and a member of imidazoles.